NC=1N=CC(=C2C=CC(=NC12)C=1C=C(C=CC1)C#C[C@]1(C(N(CC1)C)=O)O)C (R)-3-[2-[3-(8-Amino-5-methyl-1,7-naphthyridin-2-yl)phenyl]ethynyl]-3-hydroxy-1-methyl-pyrrolidin-2-one